C1(CCCCCCC1)NC(=SC)NC1=CC=C(C=C1)C#N N-cyclooctyl-N'-(4-cyanophenyl)-S-methyl-thiourea